N-(4-(4-amino-5-(4-cyclobutoxyphenyl)pyrazolo[5,1-f][1,2,4]triazin-6-yl)-3-methoxyphenyl)acrylamide Dimethyl-Maleate C/C(=C(/C(=O)O)\C)/C(=O)O.NC1=NC=NN2C1=C(C(=N2)C2=C(C=C(C=C2)NC(C=C)=O)OC)C2=CC=C(C=C2)OC2CCC2